C(C)C=1C(=C(NC1C)C(C1=C(C=C(C=C1C)O)C)=C1N=C(C(=C1C)CC)C)C 4-((4-ethyl-3,5-dimethyl-1H-pyrrol-2-yl)(4-ethyl-3,5-dimethyl-2H-pyrrol-2-ylidene)methyl)-3,5-dimethylphenol